ClC=1C=C2C(=NN1)NC[C@@]1(N2C[C@@H](C1)OC1=NC=C(C#N)C(=C1F)C)CF 6-(((6aR,8R)-2-chloro-6a-(fluoromethyl)-5,6,6a,7,8,9-hexahydro-pyrrolo[1',2':4,5]pyrazino[2,3-c]pyridazin-8-yl)oxy)-5-fluoro-4-methylnicotinonitrile